3-((2-(((9Z,12Z)-octadeca-9,12-dienoyl)oxy)ethyl)amino)propanoic acid C(CCCCCCC\C=C/C\C=C/CCCCC)(=O)OCCNCCC(=O)O